C(C)C1=C(C(=CC(=C1)CC)CC)S(=O)(=O)NN 2,4,6-triethylbenzenesulfonhydrazide